1-(2-(aminomethyl)-6-cyclopropylimidazo[1,2-b]pyridazin-8-yl)-3-methylimidazolidine-2,4-dione hydrochloride Cl.NCC=1N=C2N(N=C(C=C2N2C(N(C(C2)=O)C)=O)C2CC2)C1